N1N=C(N=C1)C=1C=C(C=CC1)N1C=CC=2C1=NC=C(C2)C(=O)N2CCC(CC2)(F)F (1-(3-(1H-1,2,4-triazol-3-yl)phenyl)-1H-pyrrolo[2,3-b]pyridin-5-yl)(4,4-difluoropiperidin-1-yl)methanone